2,6-bis(2-hydroxy-5-methylbenzyl)-4-methyl-phenol OC1=C(CC2=C(C(=CC(=C2)C)CC2=C(C=CC(=C2)C)O)O)C=C(C=C1)C